Methyl-5-norbornene CC12CCC(C=C1)C2